2-(3,4-dichlorophenyl)-1-ethyl-6-fluoro-4-oxo-quinoline-3-carboxylic acid ClC=1C=C(C=CC1Cl)C=1N(C2=CC=C(C=C2C(C1C(=O)O)=O)F)CC